trans-5-(2-(4-Chloro-3-(cyclopropylmethoxy)-2-methylphenyl)cyclopropyl)-2,2'-bipyrimidine ClC1=C(C(=C(C=C1)[C@H]1[C@@H](C1)C=1C=NC(=NC1)C1=NC=CC=N1)C)OCC1CC1